2-[3,5-dichloro-4-[(7-isopropyl-5-[[2-(trimethylsilyl)ethoxy]methyl]-pyrrolo[2,3-b]pyrazin-2-yl)-oxy]phenyl]-3,5-dioxo-4H-1,2,4-triazine-6-carbonitrile ClC=1C=C(C=C(C1OC=1N=C2C(=NC1)N(C=C2C(C)C)COCC[Si](C)(C)C)Cl)N2N=C(C(NC2=O)=O)C#N